tert-Butyl 7-(2,3-dihydro-1H-inden-5-yl)-7-hydroxy-2-azaspiro[3.5]nonane-2-carboxylate C1CCC2=CC(=CC=C12)C1(CCC2(CN(C2)C(=O)OC(C)(C)C)CC1)O